C(C)(C)C1N=C(OC1)C=1C=CC=C2C=CC=NC12 4-isopropyl-2-(8-quinolinyl)-4,5-dihydro-oxazole